C(C)(C)(C)OC(=O)N1CCC(C(C1)C1=CC=C(C=C1)C(=O)OC(C)(C)C)(C(=O)O)CC.CNC(C1=CN=CC(=C1)CN1C(C2=CC=C(C=C2C=C1)C=1C(=NOC1)C)=O)=O N-methyl-5-((6-(3-methylisoxazol-4-yl)-1-oxoisoquinolin-2(1H)-yl)methyl)nicotinamide (tert-butyl)4-ethyl-5-(4-(tert-butoxycarbonyl)phenyl)-3,6-dihydropyridine-1,4(2H)-dicarboxylate